methyl 6-[2-[2-(2-bromo-4-formyl-5-nitro-phenoxy)ethoxy]ethoxy]pyridine-2-carboxylate BrC1=C(OCCOCCOC2=CC=CC(=N2)C(=O)OC)C=C(C(=C1)C=O)[N+](=O)[O-]